ClC1=CC=C(C=C1)C1CCC(CC1)C1=CC(=C(N)C=C1F)OC 4-((1r,4r)-4-(4-chlorophenyl)cyclohexyl)-5-fluoro-2-methoxyaniline